C(C)(=O)N1CC[C@H](C1)C1=CC=CC=C1 (S)-1-acetyl-4-phenylpyrrolidine